F[C@@H]1C[C@@]2(CCCN2C1)CO [(2R,7aS)-2-Fluorotetrahydro-1H-pyrrolizin-7a(5H)-yl]methanol